ClC=1C=C(C(=O)NC2=C3C(N(C(N(C3=CC=C2)C)=O)CC2=C(C=CC=C2)OC(F)(F)F)=O)C=C(C1O)Cl 3,5-dichloro-4-hydroxy-N-(1-methyl-2,4-dioxo-3-(2-(trifluoromethoxy)benzyl)-1,2,3,4-tetrahydroquinazolin-5-yl)benzamide